NC1=NC=CC=C1C1=NC=2C(=NC(=CC2)C=2C=NN(C2)C2CC2)N1C=1C=C2CC[C@@H](C2=CC1)NC(C1=CC(=C(C=C1)O)C=O)=O N-[(1S)-5-[2-(2-aminopyridin-3-yl)-5-(1-cyclopropylpyrazol-4-yl)imidazo[4,5-b]pyridin-3-yl]-2,3-dihydro-1H-inden-1-yl]-3-formyl-4-hydroxybenzamide